1,3-Bis(2-(4-cyanatophenyl)propan-2-yl)benzol O(C#N)C1=CC=C(C=C1)C(C)(C)C1=CC(=CC=C1)C(C)(C)C1=CC=C(C=C1)OC#N